CC1=CC(=C(CCN)C=C1OC)OC 4-methyl-2,5-dimethoxy-phenethylamine